N-(5-((4-Ethylpiperazin-1-yl)methyl)pyridin-2-yl)-5-fluoro-4-(7-fluoroquinolin-6-yl)pyrimidin-2-amine hydrochloride Cl.C(C)N1CCN(CC1)CC=1C=CC(=NC1)NC1=NC=C(C(=N1)C=1C=C2C=CC=NC2=CC1F)F